3-[(1S,2S)-2-(4,4,5,5-tetramethyl-1,3,2-dioxaborolan-2-yl)cyclopropyl]quinoline CC1(OB(OC1(C)C)[C@@H]1[C@H](C1)C=1C=NC2=CC=CC=C2C1)C